F[C@@H]1CN(C[C@H]1O)C(=O)[C@@H]1CCCC=2N1C(N(N2)CC2=CC=C(C=C2)C)=O (5S)-5-{[(3R,4R)-3-Fluoro-4-hydroxypyrrolidin-1-yl]carbonyl}-2-(4-methylbenzyl)-5,6,7,8-tetrahydro[1,2,4]triazolo[4,3-a]pyridin-3(2H)-on